3-Fluoro-4-methoxy-benzoic acid [(2R)-3-(3-ethyl-4-oxo-spiro[6,8-dihydro-5H-pyrazolo[4,3-c]azepin-7,4'-tetrahydro-pyran]-1-yl)-2-methyl-propyl] ester C(C)C1=NN(C2=C1C(NCC1(CCOCC1)C2)=O)C[C@H](COC(C2=CC(=C(C=C2)OC)F)=O)C